C(#N)C1=CC=C(C=N1)OC1C(CN(CC1)C(=O)OC(C)(C)C)(F)F tert-butyl 4-((6-cyanopyridin-3-yl)oxy)-3,3-difluoropiperidine-1-carboxylate